CCCCCCCCCCCCCCCCCCN(C(CC(=O)[O-])C(=O)[O-])C(=O)C(CC(=O)[O-])S(=O)(=O)[O-].[Na+].[Na+].[Na+].[Na+] Tetrasodium Dicarboxyethyl Stearyl Sulfosuccinamate